5-(2-methoxy-4-pyridyl)-2-((3-methyl-5-(6-methyl-3-pyridyl)triazol-4-yl)methyl)pyridazin-3-one COC1=NC=CC(=C1)C1=CC(N(N=C1)CC=1N(N=NC1C=1C=NC(=CC1)C)C)=O